isocyanopropyl-triethoxysilane tert-Butyl-N-(3-[[4-(2-cyanoethoxy)butyl]amino]propyl)carbamate C(C)(C)(C)OC(NCCCNCCCCOCCC#N)=O.[N+](#[C-])CCC[Si](OCC)(OCC)OCC